ethyl 3-(3,4-bis(benzyloxy) phenyl)-2-dibenzylamino-3-oxopropanoate C(C1=CC=CC=C1)OC=1C=C(C=CC1OCC1=CC=CC=C1)C(C(C(=O)OCC)N(CC1=CC=CC=C1)CC1=CC=CC=C1)=O